2,6-diisocyanatomethylcaproate N(=C=O)CC(C(=O)[O-])CCCCCN=C=O